C(CCCC)OCOCCCC(CC(C)[Mg]Br)C 6-pentoxymethoxy-1,3-dimethylhexylmagnesium bromide